phenyl[phenyl(dibenzofuranyl)pyrimidineyl]indolocarbazole C1(=CC=CC=C1)C=1C(=C2C(=CC1)N=C1C=CC3=C4C=CC=CC4=NC3=C12)C1=NC=C(C(=N1)C1=CC=CC=2OC3=C(C21)C=CC=C3)C3=CC=CC=C3